IC=1C(=NN2C1COCC2)C(=O)OCC ethyl 3-iodo-6,7-dihydro-4H-pyrazolo[5,1-c][1,4]oxazine-2-carboxylate